methyl 4-acetoxy-6,7-dimethoxy-1-phenyl-2-naphthoate C(C)(=O)OC1=CC(=C(C2=CC(=C(C=C12)OC)OC)C1=CC=CC=C1)C(=O)OC